OCC1(COCC1)C1=CC(=NC(=C1)S(=O)(=O)C)NC1=CC(=NC=C1C1=CC=CC2=C1OCC1=C2N(N=C1)C)NC(C)=O N-(4-((4-(3-(hydroxymethyl)tetrahydrofuran-3-yl)-6-(methylsulfonyl)pyridin-2-yl)amino)-5-(1-methyl-1,4-dihydrochromeno[4,3-c]pyrazol-6-yl)pyridin-2-yl)acetamide